C(#N)C1=CN=C2N1C(=CC(=C2)C=2N=NN(C2C)C2CCN(CC2)C(=O)OC(C)(C)C)OC(C)C2=C(C=CC=C2)C2=NSC=C2 tert-Butyl 4-[4-[3-cyano-5-[1-(2-isothiazol-3-ylphenyl)ethoxy]imidazo[1,2-a]pyridin-7-yl]-5-methyl-triazol-1-yl]piperidine-1-carboxylate